ClC1=C(C=C(C=C1)OC)[C@@H](C)NC(=O)N1CCN(CC1)C1=C(C=NC=C1)F (R)-N-(1-(2-Chloro-5-methoxyphenyl)ethyl)-4-(3-fluoropyridin-4-yl)piperazine-1-carboxamide